N1N=CC=2C1=NC=NC2C=2C=C1CCCC(C1=CC2)NC(C2=NC=C(C=C2)C(F)(F)F)=O N-(6-(1H-pyrazolo[3,4-d]pyrimidin-4-yl)-1,2,3,4-tetrahydronaphthalen-1-yl)-5-(trifluoromethyl)picolinamide